[Li+].C1(=CC=CC=C1)P(=O)(C1=CC=CC=C1)C1=NC=CC=C1O 2-(diphenylphosphoryl)pyridin-3-ol lithium (i)